F[C@H]1[C@H](C[C@@]2(CC[C@H]1N2C)C)N(C2=NN=C(S2)C2=C(C=C(C=C2)C2=NC=NC(=N2)OC)O)C 2-(5-(((1S,3S,4R,5R)-4-fluoro-1,8-dimethyl-8-azabicyclo[3.2.1]octan-3-yl)(methyl)amino)-1,3,4-thiadiazol-2-yl)-5-(4-methoxy-1,3,5-triazin-2-yl)phenol